1-vinyl-2-oxopropane C(=C)CC(C)=O